CN1N=C(C=C1C)NC1=NC=C(C(=N1)C1=CNC2=C(C=CC=C12)N1C(C2=CC=CC(=C2C1)C1=CC=C(C=C1)C(=O)N1CCC(CC1)=O)=O)C 2-(3-(2-((1,5-dimethyl-1H-pyrazol-3-yl)amino)-5-methylpyrimidin-4-yl)-1H-indol-7-yl)-4-(4-(4-oxopiperidine-1-carbonyl)phenyl)isoindolin-1-one